C1(C=CC=C1)C(C1C=CC=C1)[Zr]CC1=CC=CC=C1 Bis(cyclopentadienyl)methylbenzyl-zirconium